N1(CCOCC1)[C@H](C(=O)[O-])CCC(=O)OC(C)(C)C 5-(tert-butyl) (S)-2-morpholinylglutarate